2-trimethylsilyloxy-1,3-butadiene C[Si](OC(=C)C=C)(C)C